5-(6-methoxy-3-pyridyl)-3-(3,4,5-trimethoxyphenyl)pyridin-2-amine COC1=CC=C(C=N1)C=1C=C(C(=NC1)N)C1=CC(=C(C(=C1)OC)OC)OC